C(C1=CC=CC=C1)OC([C@@H](CC1=CC(=C(C=C1)O)O)O)=O (R)-(+)-3-(3,4-dihydroxyphenyl)-2-hydroxy-propionic acid benzyl ester